(6-tert-butylpyridin-2-yl)-6-(methylthio)-2-(1,1,1-trifluoropropan-2-yl)-1H-pyrazolo[3,4-d]pyrimidin-3(2H)-one C(C)(C)(C)C1=CC=CC(=N1)N1N(C(C=2C1=NC(=NC2)SC)=O)C(C(F)(F)F)C